N-[(1R)-1-[3-amino-5-(triFluoromethyl)phenyl]ethyl]-6-oxo-1-{3-[((2R)-1,1,1-trifluoropropan-2-yl)amino]phenyl}-1,6-dihydroPyridine-3-carboxamide NC=1C=C(C=C(C1)C(F)(F)F)[C@@H](C)NC(=O)C1=CN(C(C=C1)=O)C1=CC(=CC=C1)N[C@@H](C(F)(F)F)C